CC=1C=C(C=CC1)N(C1=CC=C(C=C1)C=1C(=C(C=CC1N(C1=CC=CC=C1)C1=CC=CC=C1)C1=CC=C(C=C1)N)C1=CC=C(C=C1)N(C1=CC(=CC=C1)C)C1=CC(=CC=C1)C)C1=CC(=CC=C1)C bis{4-[bis(3-methylphenyl)amino]phenyl}-N,N-diphenyl-(1,1-biphenyl)-4,4'-diamine